CN(CC1=CC=NC=C1)CC1=C(C=CC=C1)B(O)O (2-([METHYL(PYRIDIN-4-YLMETHYL)AMINO]METHYL)PHENYL)BORANEDIOL